C(C1=CC=CC=C1)N1C(CNCC1)CC1CCCCC1 1-benzyl-2-(cyclohexylmethyl)piperazine